BrC=1C=C(C=C(C1Br)Br)O 3,4,5-tribromophenol